N-(5-Chloro-1-(2,6-dimethoxyphenyl)-2-(6-ethoxypyridin-2-yl)-1H-imidazo[4,5-b]pyrazin-6-yl)-1-(3-fluoro-4-methylphenyl)methane-sulfonamide ClC=1N=C2C(=NC1NS(=O)(=O)CC1=CC(=C(C=C1)C)F)N(C(=N2)C2=NC(=CC=C2)OCC)C2=C(C=CC=C2OC)OC